C1(CC1)C=1N=CC2=C(N1)NC=C2C=2C(=CC1=C(N(C(=N1)C)C(C)C)C2)F 2-Cyclopropyl-5-(5-fluoro-1-isopropyl-2-methyl-1H-benzo[d]imidazol-6-yl)-7H-pyrrolo[2,3-d]pyrimidine